[Si](C1=CC=CC=C1)(C1=CC=CC=C1)(C(C)(C)C)O[C@H]1[C@H](COC1)C (3S,4S)-4-[tert-butyl(diphenyl)silyl]oxy-3-methyl-tetrahydrofuran